O1N=C(C2=C1C=CC=C2)C(C)S(=O)(=O)N 1-(1,2-Benzooxazol-3-yl)ethane-1-sulphonamide